BrC1=CC=2C(C3=CC(=CC=C3N(C2C=C1)CC(CCCCCCCCCC)CCCCCCCC)Br)=O 2,7-dibromo-10-(2-octyldodecyl)acridine-9(10H)-one